N-(3-(2-chloro-5-fluorophenyl)-1-oxo-6-vinylisoindolin-4-yl)-3-fluoro-5-(trifluoromethyl)benzamide ClC1=C(C=C(C=C1)F)C1NC(C2=CC(=CC(=C12)NC(C1=CC(=CC(=C1)C(F)(F)F)F)=O)C=C)=O